3-Methoxy-4-(4-((tetrahydro-2H-pyran-2-yl)oxy)butoxy)benzaldehyde COC=1C=C(C=O)C=CC1OCCCCOC1OCCCC1